10-(naphthalen-1-yl-d7)anthracene-1,2,3,4,5,6,7,8-d8 C1(=C(C(=C(C2=C(C(=C(C(=C12)[2H])[2H])[2H])[2H])[2H])[2H])[2H])C1=C2C(=C(C(=C(C2=CC2=C(C(=C(C(=C12)[2H])[2H])[2H])[2H])[2H])[2H])[2H])[2H]